6-[3-methyl-1-(2,2,2-trifluoroethyl)-1H-pyrazolo[3,4-b]pyrazin-6-yl]-2-[6-methyl-2-(trifluoromethyl)pyrimidin-4-yl]-2,6-diazaspiro[3.4]octane CC1=NN(C2=NC(=CN=C21)N2CC1(CN(C1)C1=NC(=NC(=C1)C)C(F)(F)F)CC2)CC(F)(F)F